IC(I)S(=O)(=O)C1=C(C=CC=C1)C diiodomethyl-o-tolylsulfone